2-(methacryloyloxy)benzoic acid cyclohexyl ester C1(CCCCC1)OC(C1=C(C=CC=C1)OC(C(=C)C)=O)=O